4-methoxy-6-methyl-2-oxo-1,2-dihydropyridin COC1=CC(NC(=C1)C)=O